6-(3-(1,3-bis(3-hydroxy-2-(hydroxymethyl)propoxy)propan-2-yl)ureido)hexanoic acid OCC(COCC(COCC(CO)CO)NC(NCCCCCC(=O)O)=O)CO